ClC=1C(=NC=CC1C(CCC=C)=O)F 1-(3-chloro-2-fluoropyridin-4-yl)pent-4-en-1-one